5-(1,3-Benzothiazole-6-sulfonyl)-N-[(3-methyl-1,2-oxazol-5-yl)methyl]-1H,2H,3H,4H,5H,6H-pyrrolo[3,4-c]pyrrole-2-carboxamide S1C=NC2=C1C=C(C=C2)S(=O)(=O)N2CC1=C(C2)CN(C1)C(=O)NCC1=CC(=NO1)C